(R)-1-(4-(3-(2,2-difluoroethyl)-2-(8-methyl-[1,2,4]triazolo[1,5-a]pyridin-6-yl)-1H-indol-5-yl)piperidin-1-yl)-3-hydroxybutan-1-one FC(CC1=C(NC2=CC=C(C=C12)C1CCN(CC1)C(C[C@@H](C)O)=O)C=1C=C(C=2N(C1)N=CN2)C)F